COC(C1=C(N=CC(=C1)C=1C=C2CCC(C2=CC1)N1CCN(CC1)C1CCOCC1)N)=O 2-amino-5-(1-(4-(tetrahydro-2H-pyran-4-yl)piperazin-1-yl)-2,3-dihydro-1H-inden-5-yl)nicotinic acid methyl ester